OCCC(C(=O)O)=C.C(C=C)(=O)OCCO 2-hydroxyethyl acrylate (beta-hydroxyethyl acrylate)